1-(6-(6-(Difluoromethyl)imidazo[1,2-b]pyridazin-3-yl)pyrimidin-4-yl)pyrrolidine-3-sulfonamide FC(C=1C=CC=2N(N1)C(=CN2)C2=CC(=NC=N2)N2CC(CC2)S(=O)(=O)N)F